O[C@@H]1[C@H](CCCC1)NC(=O)C=1C=CC(=C(C1)NC(=O)C1=CN=C(S1)NC1(CC1)C)C N-(5-{[(1S,2S)-2-hydroxycyclohexyl]carbamoyl}-2-methylphenyl)-2-[(1-methylcyclopropyl)amino]-1,3-thiazole-5-carboxamide